2-[2-(dibenzylamino)ethoxy]acetonitrile-13C1 C(C1=CC=CC=C1)N(CCOC[13C]#N)CC1=CC=CC=C1